4-(3-formyl-4-hydroxyphenyl)thiazole-2-carboxylic acid ethyl ester C(C)OC(=O)C=1SC=C(N1)C1=CC(=C(C=C1)O)C=O